C(#N)[Cu].[W].[Cs] cesium tungsten cyanoCopper